CC(CCCC)=O normal hexanone